C(#C)C1CCN(CC1)CC(=O)N[C@H](C(=O)N1[C@@H](C[C@H](C1)O)C(=O)NCC1=CC=C(C=C1)C1=C(N=CS1)C)C(C)(C)C (2S,4R)-1-[(2S)-2-[2-(4-ethynylpiperidin-1-yl)acetamido]-3,3-dimethylbutanoyl]-4-hydroxy-N-{[4-(4-methyl-1,3-thiazol-5-yl)phenyl]methyl}pyrrolidine-2-carboxamide